ditoluoyl-tartaric acid, Ditoluoyl-D-tartrate salt C=1(C(=CC=CC1)C(=O)[C@@]([C@@](C(=O)O)(O)C(=O)C=1C(=CC=CC1)C)(O)C(=O)O)C.C=1(C(=CC=CC1)C(=O)C(C(C(=O)O)(O)C(=O)C=1C(=CC=CC1)C)(O)C(=O)O)C